trans-4-hydroxy-5-amino-1,2-oxazine OC1=CNOC=C1N